Octacosantriol C(CCCCCCCCCCCCCCCCCCCCCCCCCCC)(O)(O)O